3-(difluoromethoxy)-4-(3-methyl-4-methylsulfonyl-phenyl)-1H-pyrazolo[3,4-c]pyridine FC(OC1=NNC2=CN=CC(=C21)C2=CC(=C(C=C2)S(=O)(=O)C)C)F